ethyl 1-((2-(trimethylsilyl) ethoxy) methyl)-1H-tetrazole-5-carboxylate C[Si](CCOCN1N=NN=C1C(=O)OCC)(C)C